2,N2,N7,N7-tetraphenylbenzo[b]benzo[4,5]thieno[2,3-d]thiophene-2,7-diamine C1(=CC=CC=C1)C1(C=CC2=C(SC3=C2SC2=C3C=CC(=C2)N(C2=CC=CC=C2)C2=CC=CC=C2)C1)NC1=CC=CC=C1